5-[[(3R,5S)-1-[7-(ethylamino)-5-fluoro-3-methyl-2-oxo-indolin-3-yl]-5-methyl-3-piperidyl]amino]pyridine-2-carbonitrile C(C)NC=1C=C(C=C2C(C(NC12)=O)(C)N1C[C@@H](C[C@@H](C1)C)NC=1C=CC(=NC1)C#N)F